ClC1=CN=C(S1)SCOC1=C(C(=C(C(=C1F)F)F)F)F 5-chloro-2-(((perfluorophenoxy)methyl)thio)thiazole